C(C)OC(=O)[C@@H]1CC[C@H](CC1)OC1CCCC=2C(=NN(C12)C1=CC(=CC=C1)O[C@@H](C)C1=CC2=C(OC(O2)(F)F)C=C1)C(F)(F)F trans-4-((1-(3-((S)-1-(2,2-difluorobenzo[d][1,3]dioxol-5-yl)ethoxy)phenyl)-3-(trifluoromethyl)-4,5,6,7-tetrahydro-1H-indazol-7-yl)oxy)cyclohexane-1-carboxylic acid ethyl ester